1-methylheptadecyl alcohol CC(CCCCCCCCCCCCCCCC)O